ClC1=C2C=CN(C2=C(C=C1)C(=O)NC1CC2(CCC2)C1)CC1=CC=C(C=C1)C1=CC=NC=C1 6-(4-Chloro-1-(4-(pyridin-4-yl)benzyl)-1H-indol-7-carboxamido)spiro[3.3]heptan